NC1=C2N=CN(C2=NC=N1)C[C@@H](C)OCP(OCCOCCCCCCCCCCC#C[Si](C1=C(C(=C(C(=C1F)F)F)F)F)(C)C)(O)=O 2-((12-(dimethyl(perfluorophenyl)silyl)dodec-11-yn-1-yl)oxy)ethyl hydrogen ((((R)-1-(6-amino-9H-purin-9-yl)propan-2-yl)oxy)methyl)phosphonate